CC1=CC=C(O1)CCC(CC)=O 1-(5-methylfuryl)-3-pentanone